tert-butyl 2-chloro-3-((tetrahydro-2H-pyran-4-yl)methoxy)isonicotinate ClC=1C(=C(C(=O)OC(C)(C)C)C=CN1)OCC1CCOCC1